COC1=C(C=CC=C1)C=1N=CC2=C(N1)C(=CN2C)CC2=CC=C(C=C2)C=2N(C=C(N2)C(F)(F)F)C (2-methoxyphenyl)-5-methyl-7-(4-(1-methyl-4-(trifluoromethyl)-1H-imidazol-2-yl)benzyl)-5H-pyrrolo[3,2-d]pyrimidine